N-(4-(2-isopropoxypropan-2-yl)thiazol-2-yl)-4-methyl-1-(pyridin-4-ylmethyl)-1H-pyrrole-2-carboxamide C(C)(C)OC(C)(C)C=1N=C(SC1)NC(=O)C=1N(C=C(C1)C)CC1=CC=NC=C1